ClC1=C(C=C(C=C1)C1=CN(C2=NC(=CC=C21)C(=O)OC)C(C)(C)C2=NC=CC=C2)F methyl 3-(4-chloro-3-fluorophenyl)-1-(2-(pyridin-2-yl)propan-2-yl)-1H-pyrrolo[2,3-b]pyridine-6-carboxylate